N1=C(C=CC=C1)CC=1C(=NC(=NC1)N)N (pyridin-2-ylmethyl)pyrimidine-2,4-diamine